CSC=1C=C(OC2=NC=C(C=C2C(=O)NC2=CC(=CC=C2)S(=O)(=O)C)C(F)(F)F)C=CC1 2-(3-methylsulfanylphenoxy)-N-(3-methylsulfonylphenyl)-5-(trifluoromethyl)pyridine-3-carboxamide